BrC1=CC=2N(CC(NS(C2N=C1OC)(=O)=O)CCCC)C1=CC=CC=C1 7-bromo-3-butyl-8-methoxy-5-phenyl-2,3,4,5-tetrahydropyrido[3,2-f][1,2,5]thiadiazepine 1,1-dioxide